2,3,5,6-tetrahydro-1H-spiro[pyridine-4,9'-spiro[5.5]undeca-1-ene]-1-formic acid-2-methylpropan-2-yl ester CC(C)(C)OC(=O)N1CCC2(CCC3(CCCC=C3)CC2)CC1